N-(3-fluoro-5-methoxybenzyl)-2,2-dimethoxyethane-1-amine FC=1C=C(CNCC(OC)OC)C=C(C1)OC